5-[2-[4-(1,2-benzisothiazol-3-yl)-1-piperazinyl]ethyl]-6-chloro-1,3-dihydro-2H-indol-2-one S1N=C(C2=C1C=CC=C2)N2CCN(CC2)CCC=2C=C1CC(NC1=CC2Cl)=O